Cl.C(CCC)C1=NC=2C(=C(N=NC2N)C2=CCCC2)N1CC1=CC=C(C=C1)OC 2-butyl-7-(cyclopent-1-en-1-yl)-1-(4-methoxybenzyl)-1H-imidazo[4,5-d]pyridazin-4-amine hydrochloride